N-(4-((methylamino)methyl)pyridin-2-yl)-6-(1H-pyrazol-4-yl)benzo[d]thiazol-2-amine CNCC1=CC(=NC=C1)NC=1SC2=C(N1)C=CC(=C2)C=2C=NNC2